FC(C=1C=NC(=NC1)C=1C=C2C=CNC(C2=CC1)=O)(F)F 6-(5-(trifluoromethyl)pyrimidin-2-yl)isoquinolin-1(2H)-one